(E)-N-cyclohexyl-4-(3-(6-fluoronaphthalen-2-yl)pent-2-en-1-yl)piperidine-1-carboxamide C1(CCCCC1)NC(=O)N1CCC(CC1)C\C=C(/CC)\C1=CC2=CC=C(C=C2C=C1)F